7-[(3-fluoro-2-pyridyl)oxy]-3-(indolin-4-ylmethyl)-4-methyl-chromen-2-one FC=1C(=NC=CC1)OC1=CC=C2C(=C(C(OC2=C1)=O)CC1=C2CCNC2=CC=C1)C